propenyl-triethylammonium bromide [Br-].C(=CC)[N+](CC)(CC)CC